4-Oxo-5-(4-(trifluoromethyl)benzyl)-1,3,4,5-tetrahydro-2H-pyrrolo[3,4-c][1,8]naphthyridine-2-carboxylic acid tert-butyl ester C(C)(C)(C)OC(=O)N1CC=2C(N(C=3N=CC=CC3C2C1)CC1=CC=C(C=C1)C(F)(F)F)=O